C1(=CC=CC=C1)C(C(O)C1=CC=CC=C1)NC1NC(CCC2=C1C=CC=C2)=O 1,2-diphenyl-2-hydroxyethylamino-2,3,4,5-tetrahydro-1H-2-benzazepin-3-one